FC1=C(C=C(C=C1)C=1C=C2C(=NC1)N(C(N2C[C@@H](CCOC)O)=O)C)C |r| (R/S)-6-(4-fluoro-3-methyl-phenyl)-1-(2-hydroxy-4-methoxy-butyl)-3-methyl-imidazo[4,5-b]pyridin-2-one